1-hexadecyl-2-(8Z,11Z,14Z-eicosatrienoyl)-sn-glycero-3-phosphocholine CCCCCCCCCCCCCCCCOC[C@H](COP(=O)([O-])OCC[N+](C)(C)C)OC(=O)CCCCCC/C=C\C/C=C\C/C=C\CCCCC